1,4-bis(diphenylsilyl)benzene C1(=CC=CC=C1)[SiH](C1=CC=C(C=C1)[SiH](C1=CC=CC=C1)C1=CC=CC=C1)C1=CC=CC=C1